C1(=NC=CC2=CC=CC=C12)COC=1C(=NC(=CC1)C)C=O 3-(isoquinolin-1-ylmethoxy)-6-methylpicolinaldehyde